(R)-5-(1-(2,2-difluoroethyl)-2-methyl-1H-imidazo[4,5-b]pyridin-6-yl)-N-(1-methoxypropan-2-yl)pyrrolo[2,1-f][1,2,4]triazin-2-amine FC(CN1C(=NC2=NC=C(C=C21)C=2C=CN1N=C(N=CC12)N[C@@H](COC)C)C)F